ClC1=C(N=C(NC1=O)C1=CC(=NC=C1)F)N1CC=2N(CC1)C(=NN2)C(F)(F)F 5-chloro-2-(2-fluoro-4-pyridyl)-4-[3-(trifluoromethyl)-6,8-dihydro-5H-[1,2,4]triazolo[4,3-a]pyrazin-7-yl]-1H-pyrimidin-6-one